C1(CCCC1)N1C(N(C(C1=O)=CC1=C(C=C(C=C1)O)O)C)=[Se] 3-cyclopentyl-5-(2,4-dihydroxybenzylidene)-1-methyl-2-selenoxoimidazolidin-4-one